(3ar,11as)-5-allyl-6-chloro-10-methyl-1-(6-methyl-4-(trifluoromethyl)pyridin-2-yl)-1,3a,4,5,10,11a-hexahydro-2H-benzo[b]pyrrolo[2,3-f][1,4]diazocine-2,11(3H)-dione C(C=C)N1C2=C(N(C([C@@H]3[C@@H](C1)CC(N3C3=NC(=CC(=C3)C(F)(F)F)C)=O)=O)C)C=CC=C2Cl